(+/-)-N7,3-dimethyl-N5-(2-((S)-morpholin-2-yl)ethyl)-3-phenyl-2,3-dihydrobenzofuran-5,7-dicarboxamide 2,2,2-trifluoroacetate FC(C(=O)O)(F)F.CNC(=O)C1=CC(=CC=2[C@](COC21)(C2=CC=CC=C2)C)C(=O)NCC[C@H]2CNCCO2 |&1:16|